CN1N=NC(=C1)C1=CC=C(C(=O)N(C2=NC=CC3=CC=CC(=C23)\C=C\C=2C=NC=CC2)[C@H]2CNCCC2)C=C1 4-(1-methyltriazol-4-yl)-N-[(3R)-3-piperidyl]-N-[8-[(E)-2-(3-pyridyl)vinyl]-1-isoquinolyl]benzamide